C(#N)C=1C=CC(=NC1S(=O)(=O)C)C(=O)NCCC(=O)N[C@@H](C)C(=O)N[C@@H](C)C(=O)OC(C)(C)C tert-butyl (3-(5-cyano-6-(methylsulfonyl) picolinamido) propanoyl)-L-alanyl-L-alaninate